tert-butyl 6-[[2-[4-(2,6-dioxo-3-piperidyl)phenoxy]acetyl]amino]hexanoate O=C1NC(CCC1C1=CC=C(OCC(=O)NCCCCCC(=O)OC(C)(C)C)C=C1)=O